C(C)(=O)N1CC2(C1)CC(C2)N2N=CC(=C2)C=2N(C=CC2)S(=O)(=O)C2=CC=C(C)C=C2 2-(1-(2-acetyl-2-azaspiro[3.3]heptan-6-yl)-1H-pyrazol-4-yl)-1-p-toluenesulfonyl-1H-pyrrole